CN(C1=CC=C(C=C1)C1SC2=C(N1C)C=CC(=C2)C)C 2-[4-(dimethylamino)phenyl]-3,6-dimethylbenzothiazole